N-(1-((4-bromo-3-methylphenyl)sulfonyl)piperidin-4-yl)-5-(trifluoromethyl)pyridin-2-amine BrC1=C(C=C(C=C1)S(=O)(=O)N1CCC(CC1)NC1=NC=C(C=C1)C(F)(F)F)C